NC=1C(=NC(=C(C1)C(C)C)C1=CC=CC=2N(C=NC21)C)C#N 3-amino-5-isopropyl-6-(1-methyl-1H-benzo[d]imidazol-4-yl)picolinonitrile